FC1=CNC2=NC=CC(=C21)OC2=CC=C(C=C2)N2C(N(CC2=O)C2=CC(=CC=C2)OC(F)(F)F)=O 3-{4-[(3-fluoro-1H-pyrrolo[2,3-b]pyridin-4-yl)oxy]phenyl}-1-[3-(trifluoromethoxy)phenyl]-2,4-imidazolidinedione